CNC1CCC(CC1)C(C)(C)C N-methyl-4-tert-butylcyclohexylamine